3-(3,4-Difluoro-2-methoxyphenyl)-4,5-dimethyl-N-(2-(1-methyl-1H-tetrazol-5-yl)pyridin-4-yl)-5-(trifluoromethyl)tetrahydrofuran-2-carboxamide FC=1C(=C(C=CC1F)C1C(OC(C1C)(C(F)(F)F)C)C(=O)NC1=CC(=NC=C1)C1=NN=NN1C)OC